C(C)(C)(C)OC(=O)N1[C@H]2[C@H](N(C[C@@H]1CC2)CC2=CC=C(C=C2)OC)C (1R,2R,5S)-3-(4-methoxybenzyl)-2-methyl-3,8-diazabicyclo[3.2.1]octane-8-carboxylic acid tertiary Butyl ester